2-(cyclobutanecarboxamido)-4-oxo-N-(tetrahydro-2H-pyran-4-yl)-1,4-dihydro-1,5-naphthyridine-3-carboxamide C1(CCC1)C(=O)NC=1NC2=CC=CN=C2C(C1C(=O)NC1CCOCC1)=O